CC1=C(C(=CC(=C1)C)C)S(=O)(=O)Cl 2,4,6-trimethylbenzenesulfonylchloride